phospho (phosphonate) P(OP(=O)=O)([O-])=O